1-(4-iodophenyl)-6,6-dimethylpiperidin-2-one IC1=CC=C(C=C1)N1C(CCCC1(C)C)=O